9-hydroxyoctadeca-10,12-dienoic acid OC(CCCCCCCC(=O)O)C=CC=CCCCCC